BrC1=CC=C(C=C1)C1C(CN(CC1)C(=O)OC(C)(C)C)F tert-butyl 4-(4-bromophenyl)-3-fluoro-piperidine-1-carboxylate